(S)-2-((S)-6-fluoroisochroman-1-yl)piperidine FC=1C=C2CCO[C@@H](C2=CC1)[C@H]1NCCCC1